C1(CC1)C=1C=C(OC=2C(=CC(=NC2)C)C(=O)NCCC2=C(C=C(C=C2)Cl)Cl)C=CC1 5-(3-cyclopropyl-phenoxy)-N-[2-(2,4-dichlorophenyl)ethyl]-2-methyl-pyridine-4-carboxamide